ethyl (E)-4-acetoxy-2-((5-fluoro-4-(1-fluoroethyl) pyridin-3-yl) methylene)-3-oxobutanoate C(C)(=O)OCC(\C(\C(=O)OCC)=C/C=1C=NC=C(C1C(C)F)F)=O